C12COCC(CC1)N2C2=CC=1C(=C(N=NC1N[C@H](C)C1=C(C(=CC=C1)F)F)C)N=C2 3-(3-oxa-8-azabicyclo[3.2.1]octan-8-yl)-N-((R)-1-(2,3-difluorophenyl)ethyl)-8-methylpyrido[2,3-d]pyridazin-5-amine